O1[C@@H]2COC3=CC=CC=C3[C@@H]2CC2=CC=CC=C12 rotenan